N-[2-[1-[3-[4-[4-[(2,6-dioxo-3-piperidyl)amino]-2-fluoro-phenyl]-1-piperidyl]propanoyl]-4-piperidyl]-7-isopropoxy-imidazo[1,2-a]pyridin-6-yl]-6-(trifluoromethyl)pyridine-2-carboxamide O=C1NC(CCC1NC1=CC(=C(C=C1)C1CCN(CC1)CCC(=O)N1CCC(CC1)C=1N=C2N(C=C(C(=C2)OC(C)C)NC(=O)C2=NC(=CC=C2)C(F)(F)F)C1)F)=O